NC1=C2C(=NC=N1)N(N=C2C2=C(C=C(C=C2)OC2=CC=CC=C2)F)[C@H]2CN(CCC2)C(=O)C(C#N)C(C(C)(N2CCN(CC2)C2COC2)C)N2CCCC2 2-((R)-3-(4-amino-3-(2-fluoro-4-phenoxyphenyl)-1H-pyrazolo[3,4-d]pyrimidin-1-yl)piperidine-1-carbonyl)-4-methyl-4-(4-(oxetan-3-yl)piperazin-1-yl)-3-(pyrrolidin-1-yl)valeronitrile